Br.Br.Br.Cl.Cl.Cl tri-hydrochloride, tri-hydrobromide